CC1=C(C=CC=C1C=1C=C2CNCC2=CC1)C1=CC=CC=C1 5-(2-methylbiphenyl-3-yl)isoindoline